4-[7-(2-amino-2-tetrahydrofuran-2-yl-ethoxy)imidazo[1,2-a]pyridin-3-yl]-N-cyclopropyl-2-(difluoromethoxy)-6-methoxy-benzamide NC(COC1=CC=2N(C=C1)C(=CN2)C2=CC(=C(C(=O)NC1CC1)C(=C2)OC)OC(F)F)C2OCCC2